(4,5-dichloro-1H-indol-2-yl)-[4-[(3S)-pyrrolidine-3-carbonyl]piperazin-1-yl]methanone ClC1=C2C=C(NC2=CC=C1Cl)C(=O)N1CCN(CC1)C(=O)[C@@H]1CNCC1